C(C)NC(=O)C1=CC(=C(N1)C(=O)NC)O[C@H](C)C1=CC=C(C=C1)C(F)(F)F |r| Racemic-N5-ethyl-N2-methyl-3-(1-(4-(trifluoromethyl)phenyl)ethoxy)-1H-pyrrole-2,5-dicarboxamide